N-(9-((2S,4R,5S)-5-((bis(4-methoxyphenyl)(phenyl)methoxy)methyl)-4-hydroxytetrahydrofuran-2-yl)-9H-purin-6-yl)benzamide COC1=CC=C(C=C1)C(OC[C@H]1[C@@H](C[C@H](O1)N1C2=NC=NC(=C2N=C1)NC(C1=CC=CC=C1)=O)O)(C1=CC=CC=C1)C1=CC=C(C=C1)OC